BrC1=C(C(=CC=2C(COC21)C)C(=O)OC)F methyl 7-bromo-6-fluoro-3-methyl-2,3-dihydrobenzofuran-5-carboxylate